2-{[1-(hydroxymethyl)cyclopentyl]amino}-6-(2-methylbenzyl)-8-methylpyrido[2,3-d]pyrimidin-7(8H)-one OCC1(CCCC1)NC=1N=CC2=C(N1)N(C(C(=C2)CC2=C(C=CC=C2)C)=O)C